benzyl 3-fluoro-2-hydroxypropionate FCC(C(=O)OCC1=CC=CC=C1)O